(1S,5R)-3-(8-cyanoquinolin-5-yl)-N-(((S)-morpholin-2-yl)methyl)-5-(trifluoromethyl)-3-azabicyclo[3.1.0]hexane-1-carboxamide C(#N)C=1C=CC(=C2C=CC=NC12)N1C[C@@]2(C[C@@]2(C1)C(F)(F)F)C(=O)NC[C@@H]1CNCCO1